Cl[Mg]C1(CCCC1)C chloro(1-methylcyclopentyl)magnesium